COC(=O)C=1C(=NC2=CC(=CC=C2C1)C1=CC(=C(C=C1)OC)C12CC3CC(CC(C1)C3)C2)C methyl-7-(3-(adamantan-1-yl)-4-methoxyphenyl)quinoline-3-carboxylic acid methyl ester